CC1=C(C(NC(=C1)C)=O)CC=1C(=C(C(=O)N)C=C(C1)NC)C ((4,6-dimethyl-2-oxo-1,2-dihydropyridin-3-yl)methyl)-2-methyl-5-(methylamino)benzamide